BrC1=CN=C2C(=N1)N(C=N2)CC=2C(=C1C=CC=NC1=CC2F)F 6-((6-bromo-1H-imidazo[4,5-b]pyrazin-1-yl)methyl)-5,7-difluoroquinoline